N-(cyclohexylmethyl)-4-(3,4-dichlorophenyl)-1-(6-methyl-2-oxo-1,2-dihydroquinoline-4-carbonyl)Piperazine-2-carboxamide C1(CCCCC1)CNC(=O)C1N(CCN(C1)C1=CC(=C(C=C1)Cl)Cl)C(=O)C1=CC(NC2=CC=C(C=C12)C)=O